8-cyclopropyl-N-[(4-fluoro-1H-benzimidazol-2-yl)methyl]-2-(methanesulfonyl)pyrazolo[1,5-a][1,3,5]triazin-4-amine C1(CC1)C=1C=NN2C1N=C(N=C2NCC2=NC1=C(N2)C=CC=C1F)S(=O)(=O)C